[Br-].[Ca+2].[Br-] calcium-bromide salt